calcium-magnesium silicon [Si].[Mg].[Ca]